dodecyldimethyl(3-(triethoxysilyl)propyl)ammonium chloride [Cl-].C(CCCCCCCCCCC)[N+](CCC[Si](OCC)(OCC)OCC)(C)C